C(C)(=O)C=1C=C(C(=O)OC(C)(C)C)C=CC1O tert-butyl 3-acetyl-4-hydroxy-benzoate